benzyl phenyl ether Sulfate S(=O)(=O)(O)O.C1(=CC=CC=C1)OCC1=CC=CC=C1